(S)-tert-butyl-3-methyl-4-carbonyl-2-oxa-8-azaspiro[4.5]decane-8-carboxylate C(C)(C)(C)OC(=O)N1CCC2(C([C@@H](OC2)C)=C=O)CC1